BrC1=CC(=C(C(=O)NC2=C3C(N(CC3=CC=C2)CC2CC(C2)(F)F)=O)C=C1)N1CCC2(CC2)CC1 4-bromo-N-(2-((3,3-difluorocyclobutyl)methyl)-3-oxoisoindolin-4-yl)-2-(6-azaspiro[2.5]octan-6-yl)benzamide